1-benzyl-5-(methoxymethyl)-3,3-dimethyl-piperazine C(C1=CC=CC=C1)N1CC(NC(C1)COC)(C)C